3-(4-((S)-2-amino-2-((1r,4S)-4-(trifluoromethyl)cyclohexyl)acetamido)phenyl)-4-chloro-2-methylpyridine 1-oxide N[C@H](C(=O)NC1=CC=C(C=C1)C=1C(=[N+](C=CC1Cl)[O-])C)C1CCC(CC1)C(F)(F)F